COC(=O)C1=NN(C(C=C1)=O)CCCC#N 1-(3-cyanopropyl)-6-oxo-1,6-dihydropyridazine-3-carboxylic acid methyl ester